(5Z)-2-[(3-hydroxypropyl)amino]-5-[(1-methyl-5-nitro-1H-imidazol-2-yl)methylene]thiazol-4(5H)-one OCCCNC=1S\C(\C(N1)=O)=C/C=1N(C(=CN1)[N+](=O)[O-])C